2-[1-(4-bromo-2,6-difluoro-phenyl)pyrazol-4-yl]Acetic acid methyl ester COC(CC=1C=NN(C1)C1=C(C=C(C=C1F)Br)F)=O